2-methyl-3-phenyl-styryl-boric acid CC1=C(C=COB(O)O)C=CC=C1C1=CC=CC=C1